C(#N)C=1C=NN2C1C(=CC(=C2)C=2C=NN(C2)C(C)C)N2CC1(CN(C1)C1=CC=C(C=N1)C(C(=O)N)=C)C2 (6-(6-(3-cyano-6-(1-isopropyl-1H-pyrazol-4-yl)pyrazolo[1,5-a]pyridin-4-yl)-2,6-diazaspiro[3.3]heptan-2-yl)pyridin-3-yl)acrylamide